C1(=CC=CC=C1)C1=CC=C(C(=O)O[C@@H]2CC3[C@H](CC4=CC=CC(=C4C3)OC)[C@H]2CO)C=C1 [(1S,2R,9aS)-1-(hydroxymethyl)-5-methoxy-2,3,3a,4,9,9a-hexahydro-1H-cyclopenta[b]naphthalen-2-yl] 4-phenylbenzoate